N-(5-(2-(1-cyclopropylethyl)-7-(methylsulfinyl)-1-oxoisoindolin-5-yl)-4-methylthiazol-2-yl)acetamide C1(CC1)C(C)N1C(C2=C(C=C(C=C2C1)C1=C(N=C(S1)NC(C)=O)C)S(=O)C)=O